(S)-4-(5-(3-((2-((S)-3-carboxybutanoyl)-4-fluoro-6-methoxybenzo[b]thiophen-5-yl)oxy)propyl)-4-fluoro-6-methoxybenzo[b]thiophen-2-yl)-2-methyl-4-oxobutanoic acid C(=O)(O)[C@H](CC(=O)C1=CC2=C(S1)C=C(C(=C2F)OCCCC2=C(C1=C(SC(=C1)C(C[C@@H](C(=O)O)C)=O)C=C2OC)F)OC)C